NC1=NC(=NN1)CCCCCCCCCCC1=NNC(=N1)N 3,3'-Decamethylenebis(5-amino-1,2,4-triazole)